ClC1=CC=C(C=C1)[C@H](CC1=NOC(=N1)CN1N=CC(=C(C1=O)C)C(=O)N)O (S)-1-((3-(2-(4-chlorophenyl)-2-hydroxyethyl)-1,2,4-oxadiazol-5-yl)methyl)-5-methyl-6-oxo-1,6-dihydropyridazine-4-carboxamide